3-(4-amino-9-(2-((1R,3S,5R)-3-((6-bromopyridin-2-yl)carbamoyl)-2-azabicyclo[3.1.0]hex-2-yl)-2-oxoethyl)-9H-pyrimido[4,5-b]indol-6-yl)propionic acid NC1=NC=NC=2N(C3=CC=C(C=C3C21)CCC(=O)O)CC(=O)N2[C@@H]1C[C@@H]1C[C@H]2C(NC2=NC(=CC=C2)Br)=O